ClC1=C(OCC2=COC3=C(C2=O)C=CC=C3)C=CC=C1 3-((2-chlorophenoxy)methyl)-4H-benzopyran-4-one